[Na].S1C(NCC1)C(=O)O thiazolidinecarboxylic acid sodium